8-bromo-N-methoxy-N-methyl-1,2,3,4-tetrahydroquinoline-6-carboxamide BrC=1C=C(C=C2CCCNC12)C(=O)N(C)OC